C(CCCCCCCCCCCCCCCCCCCCCCCCCCCCCC)(=O)OCCCCCCCCCCCCCCCC(C)C isostearyl hentriacontanoate